C(C1=CC=CC=C1)OC=1C(=NC(=CC1)CBr)CBr 3-(benzyloxy)-2,6-bis(bromomethyl)pyridine